C1(=CC=C(C=C1)NC(=O)NC1=CC=NC=C1)NC(=O)NC1=CC=NC=C1 1,1'-(1,4-phenylene)bis(3-(pyridin-4-yl)urea)